ClC1=C(C(=CC(=C1)OC)Cl)N1N=C(C(=N1)C(=O)N)NC1=CC=C(C=C1)C(=O)N1CCSCC1 2-(2,6-dichloro-4-methoxyphenyl)-5-((4-(thiomorpholine-4-carbonyl)phenyl)amino)-2H-1,2,3-triazole-4-carboxamide